chloromethyl-pyridinium ClC[N+]1=CC=CC=C1